Benzoic acid (3-hydrazino-2,2-dimethyl-propyl) ester ditrifluoroacetate salt FC(C(=O)O)(F)F.FC(C(=O)O)(F)F.N(N)CC(COC(C1=CC=CC=C1)=O)(C)C